1,3-dimethylimidazole bromide salt [Br-].CN1CN(C=C1)C